C1(=CC=C(C=C1)CC1C(C2(CCC1C2(C)C)CS(=O)(=O)O)=O)CC2C(C1(CCC2C1(C)C)CS(=O)(=O)O)=O 3,3'-(1,4-xylylene)bis(7,7-dimethyl-2-oxo-bicyclo[2.2.1]hept-1-ylmethanesulfonic Acid)